CC=1C=C(C(=O)NNC2=NC(=C3N=C(N(C3=N2)C)C2=CC=NC=C2)N2CCOCC2)C=CC1 3-methyl-N'-(9-methyl-6-morpholino-8-(pyridin-4-yl)-9H-purin-2-yl)benzohydrazide